(S)-di-tert-butyl (1-(6-chloro-3,5-dicyano-4-ethylpyridin-2-yl)pyrrolidin-3-yl) phosphate P(=O)(OC(C)(C)C)(OC(C)(C)C)O[C@@H]1CN(CC1)C1=NC(=C(C(=C1C#N)CC)C#N)Cl